2-(phenylamino)benzo[c]acridin-7(12H)-one C1(=CC=CC=C1)NC1=CC2=C(C=CC=3C(C=4C=CC=CC4NC23)=O)C=C1